6-(2-methyl-8-phenoxy-imidazo[1,2-b]pyridazin-6-yl)-2H-phthalazin-1-one CC=1N=C2N(N=C(C=C2OC2=CC=CC=C2)C=2C=C3C=NNC(C3=CC2)=O)C1